ClC1=CC(=NC(=C1)C(=O)O)C(=O)O 4-chloro-pyridine-2,6-dicarboxylic acid